F[B-](F)(F)F.C[PH+](CC1=CC=CC=C1)C dimethylbenzylphosphonium tetrafluoroborate